FC1=C(C=CC(=C1)F)[C@]([C@@H](C)N1CCC(CC1)=CC(=O)NC1=CC=CC=C1)(CN1N=CN=C1)O 2-(1-((2R,3R)-3-(2,4-difluorophenyl)-3-hydroxy-4-(1H-1,2,4-triazol-1-yl)butan-2-yl)piperidin-4-ylidene)-N-phenylacetamide